CN1CCN(CC1)CC(=O)N1CCC2(C(C2)CNC(=O)C2=CC=3C(=CN=CC3)O2)CC1 N-[[6-[2-(4-methylpiperazin-1-yl)acetyl]-6-azaspiro[2.5]octan-2-yl]methyl]furo[2,3-c]pyridine-2-carboxamide